7-bromo-N-(tert-butyl)thieno[3,2-d]Pyrimidin-4-amine BrC1=CSC2=C1N=CN=C2NC(C)(C)C